[2-[3-(trifluoromethyl)-1,2,4-triazol-1-yl]phenyl]methanone FC(C1=NN(C=N1)C1=C(C=CC=C1)C=O)(F)F